NC[C@H]1C([C@H]1C(=O)O)(C)C (1S,3R)-3-(aminomethyl)-2,2-dimethylcyclopropane-1-carboxylic acid